4-diethylamino-4-(4-dimethylaminophenyl)-butan-2-one C(C)N(C(CC(C)=O)C1=CC=C(C=C1)N(C)C)CC